benzyl ((R)-1-((S)-1-(4-chloro-3-(pyridin-2-yl)phenyl)-2-hydroxyethyl)-4-(4-(1-(difluoromethyl)-1H-pyrazol-4-yl)phenyl)-4-neopentyl-5-oxoimidazolidin-2-ylidene)carbamate ClC1=C(C=C(C=C1)[C@@H](CO)N1C(N[C@](C1=O)(CC(C)(C)C)C1=CC=C(C=C1)C=1C=NN(C1)C(F)F)=NC(OCC1=CC=CC=C1)=O)C1=NC=CC=C1